α,α'-bis(di-t-butylphosphino)o-xylene C(C)(C)(C)P(CC=1C(=CC=CC1)CP(C(C)(C)C)C(C)(C)C)C(C)(C)C